C(C=C)NC allyl-methylamin